(2R,3R)-3-(dibenzylamino)-1,1,1-trifluoro-2-methylbutan-2-ol C(C1=CC=CC=C1)N([C@@H]([C@](C(F)(F)F)(O)C)C)CC1=CC=CC=C1